4-chloro-cyanatobenzene ClC1=CC=C(C=C1)OC#N